6-(2-(6-(5-(4-fluoro-2-(4-isopropylpyrimidin-5-yl)phenoxy)pyrimidin-4-yl)-2,6-diazaspiro[3.3]heptan-2-yl)-2-oxoethyl)-3,3-dimethylindolin-2-one FC1=CC(=C(OC=2C(=NC=NC2)N2CC3(CN(C3)C(CC3=CC=C4C(C(NC4=C3)=O)(C)C)=O)C2)C=C1)C=1C(=NC=NC1)C(C)C